(R)-(1-(4-amino-5-(4-phenoxyphenyl)-7H-pyrrolo[2,3-d]pyrimidin-7-yl)but-3-en-2-yl)carbamic acid tert-butyl ester C(C)(C)(C)OC(N[C@@H](CN1C=C(C2=C1N=CN=C2N)C2=CC=C(C=C2)OC2=CC=CC=C2)C=C)=O